ClC=1C(=C(CNC(CN(C(CN2N=C(C3=CC=CC=C23)C(=O)N)=O)CC(C)C)=O)C=CC1)F 1-(2-((2-((3-chloro-2-fluorobenzyl)amino)-2-oxoethyl)(isobutyl)amino)-2-oxoethyl)-1H-indazole-3-carboxamide